N-(2-(4-(4-acetylpiperazine-1-yl)piperidine-1-yl)-5-((6-((R)-3-(2,3-difluorophenyl)isoxazolidine-2-yl)pyrimidine-4-yl)amino)-4-methoxyphenyl)acrylamide C(C)(=O)N1CCN(CC1)C1CCN(CC1)C1=C(C=C(C(=C1)OC)NC1=NC=NC(=C1)N1OCC[C@@H]1C1=C(C(=CC=C1)F)F)NC(C=C)=O